4-chloro-2-(1-oxo-6,7,8,9-tetrahydropyrazino[1,2-a]indol-2(1H)-yl)nicotinaldehyde ClC1=CC=NC(=C1C=O)N1C(C=2N(C=3CCCCC3C2)C=C1)=O